FC[C@H]1[C@@H](C1)C(=O)NC=1C=CC(=NC1)C=1N=NN(C1NC(O[C@H](C)C=1C(=NC=C(C1)F)F)=O)C |&1:2,3| (R)-1-(2,5-difluoropyridin-3-yl)ethyl (4-(5-((1RS,2RS)-2-(fluoromethyl) cyclopropane-1-carboxamido) pyridin-2-yl)-1-methyl-1H-1,2,3-triazol-5-yl)carbamate